(2R)-2-{2-[(2,5-dimethylphenoxy)methyl]-phenyl}-2-methoxy-N-methylacetamide CC1=C(OCC2=C(C=CC=C2)[C@H](C(=O)NC)OC)C=C(C=C1)C